C(CCCCC)C1C(=O)OCC1 hexyl-γ-butyrolactone